BrC1=NN(C(=N1)C(C)Br)C1=NC=C(C=N1)OCC(F)(F)F 2-[3-bromo-5-(1-bromoethyl)-1,2,4-triazol-1-yl]-5-(2,2,2-trifluoro-ethoxy)pyrimidine